C[C@@H]1CN(CC=2N1N=C1C=CC(=CC21)N2CCNCC2)C2=C1C=CC=NC1=C(C=C2)C#N (R)-5-(4-methyl-9-(piperazin-1-yl)-3,4-dihydropyrazino[1,2-b]indazole-2(1H)-yl)quinoline-8-carbonitrile